[Ti].[PH2](OCC)=O monoethyl phosphinate titanium